C(C)C=1N=C2N(C=C(C=C2)C2CCN(CC2)S(=O)(=O)C)C1N(C=1SC=C(N1)C1=C(C=C(C=C1)F)NC(C)=O)C N-(2-(2-((2-ethyl-6-(1-(methylsulfonyl)piperidin-4-yl)imidazo[1,2-a]pyridin-3-yl)(methyl)amino)thiazol-4-yl)-5-fluorophenyl)acetamide